N-((R)-3,3-difluoro-1-methylpiperidin-4-yl)-5-(1-((R)-2-fluoropropyl)-1H-benzo[d][1,2,3]triazol-6-yl)-4-methoxypyrrolo[2,1-f][1,2,4]triazin-2-amine FC1(CN(CC[C@H]1NC1=NN2C(C(=N1)OC)=C(C=C2)C=2C=CC1=C(N(N=N1)C[C@@H](C)F)C2)C)F